(S)-N-(4-chloro-2-fluorobenzyl)-5-fluoro-8-oxo-5,6,7,8-tetrahydro-quinoline-5-carboxamide ClC1=CC(=C(CNC(=O)[C@]2(C=3C=CC=NC3C(CC2)=O)F)C=C1)F